C(C)[C@@]12NC(N([C@@H]3CCOC4=CC=C(C(N[C@H]5[C@@H](CC6=C5C=C(/C=C/CCC1)C=C6)O)=O)C=C34)C(C2)=O)=N (1R,5R,9E,16R,17R)-5-ethyl-16-hydroxy-3-imino-24-oxa-2,4,18-triazahexacyclo[18.6.2.22,5.211,14.013,17.023,27]dotriaconta-9,11,13,20,22,27,29-heptaene-19,32-dione